6-[(2S)-2-aminopropyl]-2-chloro-5-fluoro-N-[(2-fluorophenyl)methyl]-7H-pyrrolo[2,3-d]pyrimidin-4-amine N[C@H](CC1=C(C2=C(N=C(N=C2NCC2=C(C=CC=C2)F)Cl)N1)F)C